C1(=CC=CC2=CC=CC=C12)C(=O)C1=CN(C2=CC=CC=C12)CCCCC 1-naphthyl-(1-pentylindol-3-yl)methanone